5-bromo-3-((1-ethyl-1H-1,2,3-triazole-4-yl)amino)-1-methylpyrazin-2(1H)-one BrC=1N=C(C(N(C1)C)=O)NC=1N=NN(C1)CC